3-ethyl-7-(1-hydroxyethyl)-1H-1,5-naphthyridin-2-one C(C)C=1C(NC2=CC(=CN=C2C1)C(C)O)=O